4-(2-((4-cyanophenyl)sulfonyl)propan-2-yl)-N-(isoxazol-3-yl)piperidine-1-carboxamide C(#N)C1=CC=C(C=C1)S(=O)(=O)C(C)(C)C1CCN(CC1)C(=O)NC1=NOC=C1